3-bromo-5-((1-methoxy-3-methyl-1-oxobutan-2-ylimino)methyl)phenyl nicotinate C(C1=CN=CC=C1)(=O)OC1=CC(=CC(=C1)C=NC(C(=O)OC)C(C)C)Br